tert-butyl (R)-3-((S)-1-(tert-butoxy)-3-(3-fluoro-5-vinylphenyl)-1-oxopropan-2-yl)pyrrolidine-1-carboxylate C(C)(C)(C)OC([C@@H](CC1=CC(=CC(=C1)C=C)F)[C@@H]1CN(CC1)C(=O)OC(C)(C)C)=O